2-(3-fluoro-4-cyclopropyl-phenyl)-4,4,5,5-tetramethyl-1,3,2-dioxaborolane FC=1C=C(C=CC1C1CC1)B1OC(C(O1)(C)C)(C)C